2-[3-[5-[3-[(5-Bromo-2-pyridyl)oxy]cyclobutoxy]-2-pyridyl]-1-methyl-prop-2-ynoxy]ethanol BrC=1C=CC(=NC1)OC1CC(C1)OC=1C=CC(=NC1)C#CC(OCCO)C